3-(3,4-dihydroxyphenyl)-propylamine OC=1C=C(C=CC1O)CCCN